COCCOCCOCCOCCOCCOCCOCCOCC#C 2,5,8,11,14,17,20,23-octaoxahexacos-25-yne